COC(=O)N1CC(OCC1)CCC(=O)C1=C(C=C(C=C1F)C(NC)=O)F 2-(3-(2,6-difluoro-4-(methylcarbamoyl)phenyl)-3-oxopropyl)morpholine-4-carboxylic acid methyl ester